2-(1-(4-Amino-3-iodo-1H-pyrazolo[3,4-d]pyrimidin-1-yl)ethyl)-6-fluoro-3-(3-fluorophenyl)-4H-chromen-4-one NC1=C2C(=NC=N1)N(N=C2I)C(C)C=2OC1=CC=C(C=C1C(C2C2=CC(=CC=C2)F)=O)F